C[C@]12CCC(=O)C=C1CC[C@@H]3[C@@H]2[C@H](C[C@]4([C@H]3CC[C@@]4(C(=O)CSC(=O)C(C)(C)C)O)C)O The molecule is the pivalate thioester of tixocortol. It has a role as an anti-allergic agent, a glucocorticoid receptor agonist and an allergen. It is a corticosteroid, a thioester, a pivalate ester and a tertiary alpha-hydroxy ketone. It derives from a tixocortol.